2-(methylsulfonamido)-4-(pentafluoro-λ6-sulfanyl)-N-(3-(trifluoromethyl)bicyclo[1.1.1]pentan-1-yl)benzamide CS(=O)(=O)NC1=C(C(=O)NC23CC(C2)(C3)C(F)(F)F)C=CC(=C1)S(F)(F)(F)(F)F